N-4-quinolinyl-glycine N1=CC=C(C2=CC=CC=C12)NCC(=O)O